2-chloro-N1-(2-chloro-5-methylphenyl)-5-methylbenzene-1,3-diamine ClC1=C(C=C(C=C1N)C)NC1=C(C=CC(=C1)C)Cl